C(C)(=O)C1=NN(C2=C(N=C(C=C21)C=2C=NC(=NC2)C)C)CC(=O)N2[C@@H](CC(C2)(CF)F)C(=O)NC2=NC(=CC=C2C)Br (2S)-1-{2-[3-Acetyl-7-methyl-5-(2-methylpyrimidin-5-yl)pyrazolo[3,4-c]pyridin-1-yl]acetyl}-N-(6-bromo-3-methylpyridin-2-yl)-4-fluoro-4-(fluoromethyl)pyrrolidine-2-carboxamide